NCCNCCNCCNCCN Tetraethylenpentamin